BrC1=CC(=C(C(=C1)CC)C1=CC=C(C=C1)C(=O)C1=CC=C(C(=O)O)C=C1)CC 4-(4'-bromo-2',6'-diethyl-[1,1'-biphenyl]-4-carbonyl)benzoic acid